FC1=C2C=C(C(NC2=CC=C1F)=O)[C@H](C(=O)O)C |o1:13| rel-(2R)-2-(5,6-difluoro-2-oxo-1H-quinolin-3-yl)propanoic acid